tert-butyl N-[(2S)-4-carbamoyl-1-[2-chloro-3-(4-hydroxybutyl)-5-methylphenoxy]butan-2-yl]carbamate C(N)(=O)CC[C@@H](COC1=C(C(=CC(=C1)C)CCCCO)Cl)NC(OC(C)(C)C)=O